C1(=CC=CC=C1)P(=O)(C1=CC=CC=C1)C1OC2=CC=C(C=C2C(C1)=O)C 2-(diphenylphosphoryl)-6-methylchroman-4-one